5-chloro-N-(1-(4-(1-isopropyl-4-(trifluoromethyl)-1H-imidazol-2-yl)phenyl)ethyl)-2-methyl-2H-pyrazolo[4,3-d]pyrimidin-7-amine ClC=1N=C(C=2C(N1)=CN(N2)C)NC(C)C2=CC=C(C=C2)C=2N(C=C(N2)C(F)(F)F)C(C)C